7-bromo-6-fluoro-10-(hydroxymethyl)-2-methyl-9,10-Dihydro-8-oxa-2,4,10a-triazanaphtho[2,1,8-cde]azulene-1(2H)-one BrC1=C(C=C2N=CC=3N(C(N4C(COC1=C2C34)CO)=O)C)F